FS(C1=CC=C(C=C1)B(O)O)(F)(F)(F)F (4-(pentafluoro-λ6-sulfaneyl)phenyl)boronic acid